4-(3-bromo-1H-1,2,4-triazol-1-yl)benzonitrile BrC1=NN(C=N1)C1=CC=C(C#N)C=C1